C(C)N(C/C=C/C1=C(C=CC(=C1)F)S(=O)(=O)NC1=C(C2=C([C@@]3([C@H](CO2)C3)C)C=C1)C(=O)O)CC |r| (1aRS,7bSR)-5-[2-((E)-3-diethylaminoprop-1-enyl)-4-fluorobenzenesulfonylamino]-7b-methyl-1,1a,2,7b-tetrahydrocyclopropa[c]benzopyran-4-carboxylic acid